ClC1=CC=CC2=C1CCCCN2 6-chloro-2,3,4,5-tetrahydro-1H-1-benzazepine